FC1=NC2=C(C=C1)NN=N2 Fluorotriazolopyridine